O=C1NC(CCC1N1C(C2=CC=CC(=C2C1=O)SCCOCCOCCOCCOCCOCC(=O)N1CCN(CC1)C1=CC=CN=N1)=O)=O 6-(4-(17-((2-(2,6-dioxopiperidin-3-yl)-1,3-dioxoisoindolin-4-yl)thio)-3,6,9,12,15-pentaoxaheptadecanoyl)piperazin-1-yl)pyridazine